tert-butyl (5,6-dichloropyridin-3-yl)carbamate ClC=1C=C(C=NC1Cl)NC(OC(C)(C)C)=O